6,7-dichloro-3-(1-(tetrahydro-2H-pyran-2-yl)-1H-pyrazol-4-yl)-2-(1-(2-((tetrahydro-2H-pyran-2-yl)oxy)ethyl)-1H-1,2,4-triazol-3-yl)-1H-indole ClC1=CC=C2C(=C(NC2=C1Cl)C1=NN(C=N1)CCOC1OCCCC1)C=1C=NN(C1)C1OCCCC1